N-(6-(tert-butoxy)-1-((2-(trimethylsilyl)ethoxy)methyl)-1H-pyrrolo[2,3-b]pyridin-5-yl)-1,1-diphenylmethanimine C(C)(C)(C)OC1=C(C=C2C(=N1)N(C=C2)COCC[Si](C)(C)C)N=C(C2=CC=CC=C2)C2=CC=CC=C2